(2-(1-(6,7-dimethoxyquinazolin-4-yl)piperidin-4-yl)ethyl)(imino)(methyl)-λ6-sulfanone COC=1C=C2C(=NC=NC2=CC1OC)N1CCC(CC1)CCS(=O)(C)=N